4-(1-methylethyl)phenyl-(4-methylphenyl)iodonium tetrakis(pentafluorophenyl)borate FC1=C(C(=C(C(=C1[B-](C1=C(C(=C(C(=C1F)F)F)F)F)(C1=C(C(=C(C(=C1F)F)F)F)F)C1=C(C(=C(C(=C1F)F)F)F)F)F)F)F)F.CC(C)C1=CC=C(C=C1)[I+]C1=CC=C(C=C1)C